4-(2,6,6-Trimethylcyclohex-1-en-1-yl)but-3-en-2-on CC1=C(C(CCC1)(C)C)C=CC(C)=O